benzyl (2-(2-chloro-6-(((1R,5S,6s)-3-(2-methyl-8-(trifluoromethyl)imidazo[1,2-a]pyridine-6-carbonyl)-3-azabicyclo[3.1.0]hexan-6-yl)oxy)pyridin-4-yl)propan-2-yl)carbamate ClC1=NC(=CC(=C1)C(C)(C)NC(OCC1=CC=CC=C1)=O)OC1[C@@H]2CN(C[C@H]12)C(=O)C=1C=C(C=2N(C1)C=C(N2)C)C(F)(F)F